CC1(CCNCC1)C(NC=1C=NN(C1)C)=N 4-methyl-N-(1-methyl-1H-pyrazol-4-yl)piperidine-4-carboximidamide